(5-methyl-2-oxo-1,3-dioxol-4-yl)methyl 2-cyclopropyl-5-ethoxy-4-((3-oxo-2-(4-(((2S,3R,4R,5R)-2,3,4,5,6-pentahydroxyhexyl)carbamoyl)phenyl)-2,8-diazaspiro[4.5]decan-8-yl)methyl)benzoate C1(CC1)C1=C(C(=O)OCC=2OC(OC2C)=O)C=C(C(=C1)CN1CCC2(CC(N(C2)C2=CC=C(C=C2)C(NC[C@@H]([C@H]([C@@H]([C@@H](CO)O)O)O)O)=O)=O)CC1)OCC